C(C1=CC=CC=C1)OC1=C(C(=C(\C=N/NC2=NC=C(N=C2)Br)C=C1F)I)F (Z)-2-(2-(4-(benzyloxy)-3,5-difluoro-2-iodobenzylidene)hydrazinyl)-5-bromopyrazine